sodium di(2-ethyl-hexyl) sulfosuccinate S(=O)(=O)(O)C(C(=O)OCC(CCCC)CC)CC(=O)OCC(CCCC)CC.[Na]